4-(6-((5-(2-(dimethyl-amino)-2-oxoethyl)-pyridin-3-yl)amino)-pyridin-3-yl)-N,N-dimethylbenzamide CN(C(CC=1C=C(C=NC1)NC1=CC=C(C=N1)C1=CC=C(C(=O)N(C)C)C=C1)=O)C